NC(C(=O)NCC#C)CS 2-amino-3-mercapto-N-(prop-2-ynyl)propionamide